S(=O)(=O)(O)O.COC1=CC=C(C=C1)CC(C)(C)N 1-(4-methoxyphenyl)-2-methyl-2-propylamine sulfate